2-[3-(hydroxymethyl)pyrazol-1-yl]pyrimidin-5-ol OCC1=NN(C=C1)C1=NC=C(C=N1)O